2-(CHLOROMETHYL)-5-(2,3-DICHLOROPHENYL)-1,3-OXAZOLE ClCC=1OC(=CN1)C1=C(C(=CC=C1)Cl)Cl